(S)-2-(3-aminopyrrolidin-1-yl)-N-(2-morpholinyl-5-(piperidin-1-yl)oxazolo[4,5-b]pyridin-6-yl)oxazole-4-carboxamide N[C@@H]1CN(CC1)C=1OC=C(N1)C(=O)NC=1C=C2C(=NC1N1CCCCC1)N=C(O2)N2CCOCC2